2-(1-aminoethyl)-5-(piperazin-1-yl)-2,3-dihydro-1,4-benzodioxine NC(C)C1COC2=C(O1)C=CC=C2N2CCNCC2